(5aS,6R,6aS)-ethyl 3-(bis(4-methoxybenzyl)amino)-6a-methyl-5,5a,6,6a-tetrahydrocyclopropa[4,5]cyclopenta[1,2-c]pyridine-6-carboxylate COC1=CC=C(CN(C2=CC3=C(C=N2)[C@]2([C@@H](C3)[C@H]2C(=O)OCC)C)CC2=CC=C(C=C2)OC)C=C1